C(C(C)C)(=O)OCC(=O)NC=1C=NN(C1)C1=NC=C(C=C1C(F)(F)F)NC(=O)NC=1C=NC=2N(C1[C@H](C)OC)N=C(C2)Cl (S)-2-((1-(5-(3-(2-chloro-7-(1-methoxyethyl) pyrazolo[1,5-a]pyrimidin-6-yl) ureido)-3-(trifluoromethyl) pyridin-2-yl)-1H-pyrazol-4-yl) amino)-2-oxoethyl isobutyrate